C(C)SC1=NC(=CC(=C1C(=O)NCC1=CC=C(C=C1)F)C)N1[C@H](COCC1)COC 2-Ethylsulfanyl-N-[(4-fluorophenyl)-methyl]-6-[(3S)-3-(methoxymethyl)-morpholin-4-yl]-4-methyl-pyridine-3-carboxylic acid amide